BrC=1C=NN(C1C)CC1CCCC1 4-bromo-1-(cyclopentylmethyl)-5-methyl-1H-pyrazole